1-ethyl-6-fluoro-7-piperazin-1-yl-[1,8]Naphthyridine-4(1H)-one-3-carboxylic acid C(C)N1C=C(C(C2=CC(=C(N=C12)N1CCNCC1)F)=O)C(=O)O